ClC=1C(=C(C=CC1)C(C)=NS(=O)C(C)(C)C)C N-(1-(3-chloro-2-methylphenyl)ethylidene)-2-methylpropane-2-sulfinamide